bis(cyclopentadienyl)bis[2,6-difluoro-3-(N-butyl-(2-chloromethyl-3-methylpropoyl)amino)phenyl]titanium C1(C=CC=C1)[Ti](C1=C(C(=CC=C1F)N(CCCC)C(C(CC)CCl)=O)F)(C1=C(C(=CC=C1F)N(CCCC)C(C(CC)CCl)=O)F)C1C=CC=C1